(R)-2-methyl-N-[(2S)-3-methyl-2-butanyl]-2-propanesulfinamide CC(C)(C)[S@@](=O)N[C@@H](C)C(C)C